NC(C(=O)O)CC=1C(=NOC1)O α-amino-3-hydroxy-4-isoxazolepropionic acid